(S)-2-(1-acryloylpiperidin-2-yl)-1-amino-4-(4-((5-fluoro-4-methylpyridin-2-yl)carbamoyl)phenyl)-1H-imidazole-5-carboxamide C(C=C)(=O)N1[C@@H](CCCC1)C=1N(C(=C(N1)C1=CC=C(C=C1)C(NC1=NC=C(C(=C1)C)F)=O)C(=O)N)N